O1N=C(C=C1)N1OC=CC1 isoxazolylDihydroisoxazole